sodium (2S)-2-((S)-2-(((2-(3-chlorophenyl)-2-methylpropoxy) carbonyl)amino)-3,3-dimethylbutanamido)-1-hydroxy-3-((S)-2-oxopyrrolidin-3-yl)propane-1-sulfonate ClC=1C=C(C=CC1)C(COC(=O)N[C@H](C(=O)N[C@H](C(S(=O)(=O)[O-])O)C[C@H]1C(NCC1)=O)C(C)(C)C)(C)C.[Na+]